2-trifluoromethyl-[(4-formylphenyl)oxy]benzene-1-carbaldehyde FC(C1=C(C=CC=C1OC1=CC=C(C=C1)C=O)C=O)(F)F